(7-Chloro-1H-benzo[d]imidazol-2-yl)(1-(trifluoromethyl)-3,4-dihydroisoquinolin-2(1H)-yl)methanone ClC1=CC=CC2=C1NC(=N2)C(=O)N2C(C1=CC=CC=C1CC2)C(F)(F)F